[Cl-].ClC=[N+](C)C N-(chloro-methylene)-N-methylmethanaminium chloride